O1C(C(C(C(C1)O)O)O)O tetrahydro-2H-pyran-2,3,4,5-tetrol